ClC1=CC=C2C(=N1)C(=CS2)C2=C(C=NC=C2)C 5-chloro-3-(3-methylpyridin-4-yl)thieno[3,2-b]pyridine